nicotinonitrile citrate dihydrate O.O.C(CC(O)(C(=O)O)CC(=O)O)(=O)O.C(C1=CN=CC=C1)#N